C1CC(NC1)C(=O)NC2CC2.Cl N-cyclopropylpyrrolidine-2-carboxamide hydrochloride